N,N-dimethyl-trimethyl-silylamine CN(C)[Si](C)(C)C